C(=O)O.O=C1N(C=CC(N1)=O)CC(=O)N 2-(2,4-dioxopyrimidin-1-yl)acetamide formate